CC=1OC(=CC1C(=O)NC1=NC(=NS1)CC(C)N(CC)CC)C1=CC(=CC=C1)OC(F)F 2-methyl-5-(3-(difluoromethoxy)phenyl)-N-(3-(2-(diethylamino)propyl)-1,2,4-thiadiazol-5-yl)furan-3-carboxamide